C(C)(C)(C)NC(=O)N1CC=2N(CC1)C(=C(C2C(=O)N)C2=CC(=CC=C2)C#N)Cl N2-tert-butyl-6-chloro-7-(3-cyanophenyl)-3,4-dihydropyrrolo[1,2-a]pyrazine-2,8(1H)-dicarboxamide